The molecule is an alpha-amino acid that is phenylalanine bearing a hydroxy substituent at position 4 on the phenyl ring. It has a role as a Daphnia magna metabolite. It is an alpha-amino acid, a polar amino acid and an aromatic amino acid. It contains a 4-hydroxybenzyl group. It derives from a propionic acid. It is a conjugate base of a tyrosinium. It is a conjugate acid of a tyrosinate(1-). C1=CC(=CC=C1CC(C(=O)O)N)O